COC(C1=C(C=CC=C1)OC(F)(F)F)=O 2-(trifluoromethoxy)Benzoic acid methyl ester